(5-(((tert-butyldiphenylsilyl)oxy)methyl)-1-methyl-1H-1,2,3-triazol-4-yl)methanol [Si](C1=CC=CC=C1)(C1=CC=CC=C1)(C(C)(C)C)OCC1=C(N=NN1C)CO